BrC1=C(OC2(CC(NC2)C(=O)O)C(=O)O)C(=CC=C1)Br 4-(2,6-dibromophenoxy)pyrrolidine-2,4-dicarboxylic acid